N1(C=CC=C1)CCO 2-(pyrrol-1-yl)ethan-1-ol